4-({3-[8-bromo-3-(2,2,2-trifluoroethyl)imidazo[1,2-a]pyridine-2-yl]prop-2-yn-1-yl}amino)-3-(2-methoxyethoxy)-N-methylbenzamide BrC=1C=2N(C=CC1)C(=C(N2)C#CCNC2=C(C=C(C(=O)NC)C=C2)OCCOC)CC(F)(F)F